phosphorus Sulfur Thian S1CCCCC1.[S].[P]